(2R,4S)-1-(tert-butoxycarbonyl)-4-(4-(pyridin-3-yl)phenyl)piperidine-2-carboxylic acid C(C)(C)(C)OC(=O)N1[C@H](C[C@H](CC1)C1=CC=C(C=C1)C=1C=NC=CC1)C(=O)O